COC(=O)C=1SC=C(C1NC(C[N+]1(CCCCCC1)CC(=O)NC1=C(SC=C1C)C(=O)N1CCNCC1)=O)C 1-(2-((2-(methoxycarbonyl)-4-methylthiophen-3-yl)amino)-2-oxoethyl)-1-(2-((4-methyl-2-(piperazine-1-carbonyl)thiophen-3-yl)amino)-2-oxoethyl)azepan-1-ium